CC1(C(=C(C(=C1C)C)C)C)N[Na] 1,2,3,4,5-pentamethylcyclopentadienylaminosodium